1,3,5-tris(di(buta-1,3-dien-1-yloxy)stibanyl)benzene C(=CC=C)O[Sb](C1=CC(=CC(=C1)[Sb](OC=CC=C)OC=CC=C)[Sb](OC=CC=C)OC=CC=C)OC=CC=C